3-(2,6-dichloro-4-(2,4-difluorophenyl) pyridin-3-yl)-3-hydroxy-2,2-dimethylpropionate ClC1=NC(=CC(=C1C(C(C(=O)[O-])(C)C)O)C1=C(C=C(C=C1)F)F)Cl